NC=1C(=NC(=CN1)C1=C(C=C(C=C1)NC([C@H](O)C1=CC(=CC(=C1)F)F)=O)C)C(=O)NC1COC1 (R)-3-amino-6-(4-(2-(3,5-difluorophenyl)-2-hydroxyacetamido)-2-methylphenyl)-N-(oxetan-3-yl)pyrazine-2-carboxamide